N(N)\C=C\1/CC=2C=CC(=CC2C=C1)O (E)-6-(hydrazinomethylene)naphthalen-2-ol